COC=1C=C(C2=COC3=CC(=CC(=C3C2=O)OC)OC)C=CC1OC 3',4',5,7-tetramethoxyisoflavone